C(CCC=C)[C@@](N)(C)C(=O)O (S)-2-(4-pentenyl)alanine